N-(4-(2-(2-aminopyridin-3-yl)-5-phenyl-3H-imidazo[4,5-b]pyridin-3-yl)benzyl)-3-(tert-butyl)-5-formyl-4-hydroxybenzamide NC1=NC=CC=C1C1=NC=2C(=NC(=CC2)C2=CC=CC=C2)N1C1=CC=C(CNC(C2=CC(=C(C(=C2)C=O)O)C(C)(C)C)=O)C=C1